C(C(=C)C)(=O)O.C(C(=C)C)(=O)O.C=1(C(=CC=CC1)C)C ortho-xylene dimethacrylate